3,6,9-trimethyl-3,6,9-tri-n-propyl-1,2,4,5,7,8-hexoxonane CC1(OOC(OOC(OO1)(CCC)C)(CCC)C)CCC